4-fluoro-N-((2S)-1-(4-(2,2-dimethyl-propyl-sulfinyl)phenylamino)-1-oxo-3-phenylpropan-2-yl)benzamide FC1=CC=C(C(=O)N[C@H](C(=O)NC2=CC=C(C=C2)S(=O)CC(C)(C)C)CC2=CC=CC=C2)C=C1